dipropyl cis-cyclohexa-3,5-diene-1,2-dicarboxylate [C@@H]1([C@H](C=CC=C1)C(=O)OCCC)C(=O)OCCC